(S)-2-(1-(3-(4-fluorophenyl)thioureido)-2-phenylethyl)-5-(1H-indol-3-yl)oxazole-4-carboxylic acid methyl ester COC(=O)C=1N=C(OC1C1=CNC2=CC=CC=C12)[C@H](CC1=CC=CC=C1)NC(=S)NC1=CC=C(C=C1)F